C(#N)CN1N=C2C(N(C(C=C2N2C[C@H](N(C[C@@H]2C)C(=O)OC(C)(C)C)C)=O)C)=C1 tert-butyl (2R,5S)-4-(2-(cyanomethyl)-4-methyl-5-oxo-4,5-dihydro-2H-pyrazolo[4,3-b]pyridin-7-yl)-2,5-dimethylpiperazine-1-carboxylate